1,2-bis(dodecylphosphino)ethane C(CCCCCCCCCCC)PCCPCCCCCCCCCCCC